N1=C(C=NC=C1)CS(=O)(=O)N pyrazin-2-ylmethylsulfonamide